5-(7,7-difluoro-2-((2S,3R)-3-hydroxy-2-methylazetidin-1-yl)-6,7-dihydro-5H-cyclopenta[d]pyrimidin-4-yl)-2,3-dihydrospiro[indene-1,3'-morpholin]-5'-one FC1(CCC2=C1N=C(N=C2C=2C=C1CCC3(NC(COC3)=O)C1=CC2)N2[C@H]([C@@H](C2)O)C)F